C(C1=CC=CC=C1)OC(=O)NCC(=O)N(C)C(C(=O)OC)CCC(=O)OC 1,5-dimethyl 2-(2-{[(benzyloxy)carbonyl]amino}-N-methyl acetamido)pentanedioate